ClC1=CC(=C(N=N1)N1CC(C1)C(=O)OC)C(=O)OC(C)(C)C tert-butyl 6-chloro-3-[3-(methoxycarbonyl)azetidin-1-yl]pyridazine-4-carboxylate